FC(C1=C(C=CC(=N1)OC1CCC2(CN(C2)C(=O)OC(C)(C)C)CC1)CC)F tert-Butyl 7-((6-(difluoromethyl)-5-ethylpyridin-2-yl)oxy)-2-azaspiro[3.5]nonane-2-carboxylate